BrC1=NC(=C(C=C1C)C)Br 2,6-dibromo-3,5-dimethylpyridine